1-(5-(trifluoromethyl)pyrazin-2-yl)ethanol FC(C=1N=CC(=NC1)C(C)O)(F)F